N[C@H](C(=O)NC=1C=NC(=CC1)N1C(C2=CC=C(C=C2C=N1)C1=C(C(=CC=C1)OC)C)=O)C(C)C (S)-2-amino-N-(6-(6-(3-methoxy-2-methylphenyl)-1-oxophthalazin-2(1H)-yl)pyridin-3-yl)-3-methylbutanamide